2-[7-[[5-(trifluoromethyl)isoxazol-3-yl]methyl]-2,7-diazaspiro[3.5]nonane-2-carbonyl]-2,5-diazaspiro[3.4]octan-6-one FC(C1=CC(=NO1)CN1CCC2(CN(C2)C(=O)N2CC3(C2)NC(CC3)=O)CC1)(F)F